N-(3-(3-(4-chlorophenyl)cyclobutyl)-4-methoxyphenyl)methanesulfonamide ClC1=CC=C(C=C1)C1CC(C1)C=1C=C(C=CC1OC)NS(=O)(=O)C